(9H-fluoren-9-yl)methyl 4-(4-(2-((tert-butoxycarbonyl)(methyl)amino)acetamido)-2-chlorophenyl)piperidine-1-carboxylate C(C)(C)(C)OC(=O)N(CC(=O)NC1=CC(=C(C=C1)C1CCN(CC1)C(=O)OCC1C2=CC=CC=C2C=2C=CC=CC12)Cl)C